(1r,2s,5s)-N-[(1S)-1-cyano-2-(2-oxo-pyrrolidin-3-yl)ethyl]-3-[(S)-3,3-dimethyl-2-(trifluoroacetamido)butyryl]-6,6-dimethyl-3-azabicyclo[3.1.0]hexane-2-amide C(#N)[C@H](CC1C(NCC1)=O)NC(=O)[C@@H]1[C@H]2C([C@H]2CN1C([C@H](C(C)(C)C)NC(C(F)(F)F)=O)=O)(C)C